ON(C1=CC=CC=C1)CC=C hydroxyl-N-allylaniline